2,2',3,3'-Tetrahydro-1,1'-spirobi[indene]-7,7'-diol C12(CCC3=CC=CC(=C13)O)CCC1=CC=CC(=C12)O